2-methyl-2-(4-(2-methyl-8-(p-tolyl)-1H-imidazo[4,5-c]quinolin-1-yl)phenyl)propionitrile CC(C#N)(C)C1=CC=C(C=C1)N1C(=NC=2C=NC=3C=CC(=CC3C21)C2=CC=C(C=C2)C)C